ClC1=CC(=C2C[C@@H]([C@H](C2=C1)OC1=CC=C(C=C1)S(=O)NCCOCCOCCNC(NC)=O)N1CCNCC1)C#N 4-([(1S,2S)-6-Chloro-4-cyano-2-(piperazin-1-yl)-2,3-dihydro-1H-inden-1-yl]oxy)-N-(3-oxo-7,10-dioxa-2,4-diazadodecan-12-yl)benzenesulfinamide